[Br-].C1(CCCC1)[C@@](C(=O)O[C@H]1C[N+](CC1)(C)C)(C1=CC=CC=C1)O |r| (±)-(R*)-3-[(S*)-2-Cyclopentyl-2-hydroxy-2-phenylacetoxy]-1,1-dimethylpyrrolidinium bromid